2,4-dimethoxyphenylboric acid COC1=C(C=CC(=C1)OC)OB(O)O